ClC1=NC(=CC(=N1)NC1=NNC(=C1)C)Cl 2,6-dichloro-N-(5-methyl-1H-pyrazol-3-yl)pyrimidin-4-amine